methyl 2,4,6-trimethylbenzoyldiphenylphosphinate CC1=C(C(=O)C2=C(C=CC=C2)P(OC)(=O)C2=CC=CC=C2)C(=CC(=C1)C)C